ClC1=CC(=C(C=C1)N1C([C@H](N(C(C1)=O)CC1=CC=C(C=C1)F)C1CC(C1)O)=O)F (R)-1-(4-chloro-2-fluorophenyl)-4-(4-fluorobenzyl)-3-((1s,3S)-3-hydroxycyclobutyl)piperazine-2,5-dione